C(C)C(C(CC(=O)[O-])=O)CC 4-ethyl-3-oxohexanoate